7-bromo-1-(propan-2-yl)-1,2,3,4-tetrahydroquinolin-4-one BrC1=CC=C2C(CCN(C2=C1)C(C)C)=O